CC(C(=O)O)CN.COC(CCN)=O beta-alanine methyl ester (methyl 3-aminopropionate)